FC(S(=O)(=O)OC1=C(C(NC=2N=C(N=CC21)SC)=O)C)(F)F 6-methyl-2-(methylsulfanyl)-7-oxo-8H-pyrido[2,3-d]pyrimidin-5-yl trifluoromethanesulfonate